4-bromo-5-ethyl-6,6-difluoro-5,6,7,8-tetrahydro-1H-benzo[f]indazole BrC1=C2C=NNC2=CC2=C1C(C(CC2)(F)F)CC